FC1=C(C=CC=C1)S(=O)(=O)NNC(=O)C=1C=C(C=C(C1)C)C1=NC=CC(=C1)N1CCN(CC1)C(=O)OC(C)(C)C tert-butyl 4-(2-(3-(2-((2-fluorophenyl) sulfonyl) hydrazine-1-carbonyl)-5-methylphenyl)pyridin-4-yl)piperazine-1-carboxylate